C1C(CC2=CC=CC=C12)NC1=NC=C(C=N1)C1=NN=C(S1)N 5-(2-((2,3-dihydro-1H-inden-2-yl)amino)pyrimidin-5-yl)-1,3,4-thiadiazol-2-amine